ClC1=C(C=CC(=N1)OC1=CC=C2C(CCOC2=C1)=O)C(F)(F)F 7-[{6-chloro-5-(trifluoromethyl)pyridin-2-yl}oxy]chroman-4-one